5-Phenyl-7-(piperidin-1-yl)pyrazolo[1,5-a]pyrimidine-2-carboxylic acid C1(=CC=CC=C1)C1=NC=2N(C(=C1)N1CCCCC1)N=C(C2)C(=O)O